1,2-dimethylethylene CC=CC